2-[(3-{2-[(4-cyano-2-fluorophenoxy)methyl]pyrimidin-4-yl}-2,5-dihydro-1H-pyrrol-1-yl)methyl]-1-{[(2S)-oxetan-2-yl]methyl}-1H-1,3-benzodiazole-6-carboxylic acid C(#N)C1=CC(=C(OCC2=NC=CC(=N2)C=2CN(CC2)CC2=NC3=C(N2C[C@H]2OCC2)C=C(C=C3)C(=O)O)C=C1)F